NC=1C(=NN(C1)C1CCC(CC1)CO)C(F)F ((1R,4R)-4-(4-amino-3-(difluoromethyl)-1H-pyrazol-1-yl)cyclohexyl)methanol